C1OC2(C(C=CC=C2)O1)N1C=CC2=CC=CC=C12 1-(1,2-Methylenedioxyphenyl)-1H-indole